5-(8-(3,5-Diethyl-7-methyl-6-oxo-5,6,7,8-tetrahydroimidazo[1,5-a]pyrazin-1-yl)isoquinolin-3-yl)-N-(3-(6-((2,6-dioxopiperidin-3-yl)carbamoyl)pyridin-2-yl)prop-2-yn-1-yl)picolinamide C(C)C1=NC(=C2N1C(C(N(C2)C)=O)CC)C=2C=CC=C1C=C(N=CC21)C=2C=CC(=NC2)C(=O)NCC#CC2=NC(=CC=C2)C(NC2C(NC(CC2)=O)=O)=O